FC=1C(=NC=C(C1)F)CNC(=O)C1=CN=C(S1)N1CCC(CC1)N1C[C@@H](CCC1)COCC1(CC1)C(F)(F)F |r| rac-N-[(3,5-Difluoropyridin-2-yl)methyl]-2-[3-({[1-(trifluoromethyl)cyclopropyl]methoxy}methyl)[1,4'-bipiperidin]-1'-yl]-1,3-thiazole-5-carboxamide